C1(CCCCC1)=NCCC[Si](OCC)(OCC)OCC N-(cyclohexylidene)-3-(triethoxysilyl)-1-propaneamine